NC1CN(CCN1)C1=CC(=CC=2OCCOC21)C 5-(3-aminopiperazin-1-yl)-7-methyl-2,3-dihydro-1,4-benzodioxine